4-ethynyl-1-phenyl-1H-pyrazole C(#C)C=1C=NN(C1)C1=CC=CC=C1